N-(2-(N,N-bis(2,4-dimethoxybenzyl)sulfamoyl)pyridin-4-yl)-5-chloro-2-(4,4-difluoroazepan-1-yl)-N,4,6-trimethyl-nicotinamide COC1=C(CN(S(=O)(=O)C2=NC=CC(=C2)N(C(C2=C(N=C(C(=C2C)Cl)C)N2CCC(CCC2)(F)F)=O)C)CC2=C(C=C(C=C2)OC)OC)C=CC(=C1)OC